FC1=CC=C(C=C1)C1=NOC(=N1)C1CCN(CC1)C(CC1=NOC=C1C)=O 1-(4-(3-(4-fluorophenyl)-1,2,4-oxadiazol-5-yl)piperidin-1-yl)-2-(4-methylisoxazol-3-yl)ethan-1-one